ClC=1C=C(C=NC1C=1OC=CN1)NC(=O)C=1C=NN(C1C(F)(F)F)C1=C2C=CNC(C2=CC=C1)=O N-(5-Chloro-6-(oxazol-2-yl)pyridin-3-yl)-1-(1-oxo-1,2-dihydroisochinolin-5-yl)-5-(trifluoromethyl)-1H-pyrazol-4-carboxamid